P(=O)(OC)(OC(C(=C)[NH3+])=O)[O-] methyl [(2S)-2-azaniumylpropenoyl] phosphate